O[C@@H](C(=O)NC1=C2CC[C@@H](N(C2=CC=C1N[C@H]1C[C@@H](CCC1)C(=O)OC)C(=O)OC)C)C1=CC=CC=C1 methyl (2S)-5-((R)-2-hydroxy-2-phenylacetamido)-6-[[(1R,3R)-3-(methoxycarbonyl) cyclohexyl] amino]-2-methyl-1,2,3,4-tetrahydroquinoline-1-carboxylate